3-[[[(1R)-1-benzyl-2-(hydroxyamino)-2-oxo-ethyl]amino]methyl]benzoic acid C(C1=CC=CC=C1)[C@H](C(=O)NO)NCC=1C=C(C(=O)O)C=CC1